BrC1=CC=C2C=NN(C2=C1)CCC(F)(F)F 6-bromo-1-(3,3,3-trifluoropropyl)-1H-indazole